6-fluoro-N-methyl-5-(4-(3-(5-methyl-6-oxo-1,6-dihydropyrazin-2-yl)cyclopentyl)piperazin-1-yl)picolinamide 5-bromo-2-hydroxy-3-((pyridin-3-ylimino)-methyl)phenyl-isobutyrate BrC=1C=C(C(=C(C1)OC(C(C)C)=O)O)C=NC=1C=NC=CC1.FC1=C(C=CC(=N1)C(=O)NC)N1CCN(CC1)C1CC(CC1)C=1NC(C(=NC1)C)=O